2-((6-(6-(4-aminopiperidin-1-yl)pyridin-3-yl)-2-ethylimidazo[1,2-a]pyridin-3-yl)(methyl)amino)-4-(4-fluorophenyl)thiazole-5-carbonitrile NC1CCN(CC1)C1=CC=C(C=N1)C=1C=CC=2N(C1)C(=C(N2)CC)N(C=2SC(=C(N2)C2=CC=C(C=C2)F)C#N)C